C(C)OC(CN1[C@@H](CCC1C=1C=NC(=CC1)Cl)CN=[N+]=[N-])=O ((2S)-2-(azidomethyl)-5-(6-chloropyridin-3-yl)pyrrolidin-1-yl)acetic acid ethyl ester